6-[(3R)-3-(1-cyclopropyl{[(1S,2R)-2-(4-chloro-3-methylphenyl)cyclopropyl]carbamoyl}amino)piperidin-1-yl]pyridazine-4-carboxylic acid C1(CC1)N([C@H]1CN(CCC1)C1=CC(=CN=N1)C(=O)O)C(N[C@@H]1[C@H](C1)C1=CC(=C(C=C1)Cl)C)=O